NO[C@@H]1C(O[C@@H]([C@H]([C@@H]1O)O)CO)O (3S,4S,5S,6R)-3-(aminooxy)-6-(hydroxymethyl)tetrahydro-2H-pyran-2,4,5-triol